FC(C1=NN=CO1)F 5-(difluoromethyl)1,3,4-oxadiazole